13-cis-eicosen-1-ol C(=CCCCCCCCCCCCCCCCCCC)O